(3S,4S)-8-(8-((1,5-naphthyridin-4-yl)thio)imidazo[1,2-c]pyrimidin-5-Yl)-3-methyl-2-oxa-8-azaspiro[4.5]decan-4-amine N1=CC=C(C2=NC=CC=C12)SC=1C=2N(C(=NC1)N1CCC3([C@@H]([C@@H](OC3)C)N)CC1)C=CN2